2-bromo-N1,N1,N3-tri(isoquinolin-6-yl)-N3-(quinolin-5-yl)benzene-1,3-diamine BrC1=C(C=CC=C1N(C1=C2C=CC=NC2=CC=C1)C=1C=C2C=CN=CC2=CC1)N(C=1C=C2C=CN=CC2=CC1)C=1C=C2C=CN=CC2=CC1